N-(1-((2R,4S,5R)-5-(((tert-butyldimethylsilyl)oxy)methyl)-4-((2-sulfido-1,3,2-dithiaphospholan-2-yl)oxy)tetrahydrofuran-2-yl)-2-oxo-1,2-dihydropyrimidin-4-yl)benzamide [Si](C)(C)(C(C)(C)C)OC[C@@H]1[C@H](C[C@@H](O1)N1C(N=C(C=C1)NC(C1=CC=CC=C1)=O)=O)OP1(SCCS1)=S